C1(CC1)C1=NC=NC(=C1C1=NC=C(C(=N1)OCC1=CC=C(C=C1)C=1N(C=C(N1)C(F)(F)F)C)OC(C)C)OC 2-(4-cyclopropyl-6-methoxy-pyrimidin-5-yl)-5-isopropoxy-4-[[4-[1-methyl-4-(trifluoromethyl)imidazol-2-yl]phenyl]methoxy]pyrimidine